(S)-3-cyano-beta-homophenylalanine C(#N)C=1C=C(C[C@H](N)CC(=O)O)C=CC1